O1CCC(C2C1CNCC2)O octahydro-2H-pyrano[2,3-c]pyridin-4-ol